tert-butyl (S)-4-(2-(3-(3-(isopropyl(4-isopropylbenzyl)carbamoyl)piperidin-1-yl)phenoxy)-2-methylpropanoyl)piperazine-1-carboxylate C(C)(C)N(C(=O)[C@@H]1CN(CCC1)C=1C=C(OC(C(=O)N2CCN(CC2)C(=O)OC(C)(C)C)(C)C)C=CC1)CC1=CC=C(C=C1)C(C)C